1-[1-(1-fluorocyclopropane-1-carbonyl)-1,2,3,4-tetrahydroquinolin-6-yl]-N-(4-fluorophenyl)cyclobutane-1-carboxamide FC1(CC1)C(=O)N1CCCC2=CC(=CC=C12)C1(CCC1)C(=O)NC1=CC=C(C=C1)F